C(C)(C)(C)OC(=O)NC(C(=O)OC(C)(C)C)CC1=CC=C(C=C1)OCCCO tert-butyl 2-(tert-butoxycarbonylamino)-3-(4-(3-hydroxypropoxy) phenyl)propanoate